N-(1-oxo-2-propen-1-yl)-L-cysteine O=C(C=C)N[C@@H](CS)C(=O)O